N-(4-chloro-3-cyano-1H-indol-7-yl)-1-ethyl-pyrazole-4-sulfonamide ClC1=C2C(=CNC2=C(C=C1)NS(=O)(=O)C=1C=NN(C1)CC)C#N